4,4-dimethyl-2-(3-(trifluoromethyl)bicyclo[1.1.1]pentan-1-yl)cyclohex-1-ene CC1(CC(=CCC1)C12CC(C1)(C2)C(F)(F)F)C